CC(CN=C=O)CC(CCN=C=O)C 2,4-dimethylhexamethylene diisocyanate